2-(3,5-dimethyl-4-(oxetan-3-yl)piperazin-1-yl)pyrimidin-5-ol CC1CN(CC(N1C1COC1)C)C1=NC=C(C=N1)O